1-chloro-3,7,11,15-tetramethyl-2-hexadecene ClCC=C(CCCC(CCCC(CCCC(C)C)C)C)C